O[C@@]1(C(N(CC1)C)=O)C1=CC(=NO1)C=1C=C(C=C(C1)C)C1=CC=CC(=N1)C(=O)N (R)-6-(3-(5-(3-hydroxy-1-methyl-2-oxopyrrolidin-3-yl)isoxazol-3-yl)-5-methylphenyl)pyridineamide